FC1(CCN(CC1)S(=O)(=O)C1=C(C=C(C=C1)C)C1=CC(=CC=C1)OC)C(=O)NC\C=C\S(=O)(=O)C (E)-4-fluoro-1-((3'-methoxy-5-methyl-[1,1'-biphenyl]-2-yl)sulfonyl)-N-(3-(methylsulfonyl)allyl)piperidine-4-carboxamide